8-bromo-4-(neopentylamino)quinoline-3-carbonitrile BrC=1C=CC=C2C(=C(C=NC12)C#N)NCC(C)(C)C